OC(COC1=CC=C(C=C1)C1=CN(C=2N=CNC(C21)=O)C2=CC(=CC=C2)OC)CN2CCOCC2 5-[4-(2-hydroxy-3-morpholin-4-yl-propoxy)-phenyl]-7-(3-methoxy-phenyl)-3,7-dihydro-pyrrolo[2,3-d]pyrimidin-4-one